COC1=C(C=CC(=C1)OC)C1=NC(=CC(=C1)C1=CC=C(C=C1)NC1=CC=C(C=C1)C(C)(C)C)C1=C(C=C(C=C1)OC)OC 2,6-bis(2,4-dimethyloxyphenyl)-4-(4-(4-tert-butylphenyl)aminophenyl)pyridine